3-(5-(3,8-diazabicyclo[3.2.1]octan-3-yl)-4,6-difluoro-1-oxoisoindoline-2-yl)piperidine C12CN(CC(CC1)N2)C=2C(=C1CN(C(C1=CC2F)=O)C2CNCCC2)F